C(#C)C1=C2C(=CC(=CC2=CC=C1F)O)C1=C(C=2N=C(N=C(C2C=N1)C=1C=NN(C1)C1CCOCC1)OC[C@]12CCCN2C[C@@H](C1)F)F 5-ethynyl-6-fluoro-4-(8-fluoro-2-{[(2R,7aS)-2-fluorotetrahydro-1H-pyrrolizin-7a(5H)-yl]methoxy}-4-[1-(oxan-4-yl)-1H-pyrazol-4-yl]pyrido[4,3-d]pyrimidin-7-yl)naphthalen-2-ol